5-(benzylthio)-1-methyl-1H-tetrazole C(C1=CC=CC=C1)SC1=NN=NN1C